2-[1-(2-hydroxy-3,5-Di-t-pentylphenyl)ethyl]-4,6-di-t-pentylphenyl acrylate C(C=C)(=O)OC1=C(C=C(C=C1C(C)(C)CC)C(C)(C)CC)C(C)C1=C(C(=CC(=C1)C(C)(C)CC)C(C)(C)CC)O